C(C)OC1=CC(C(C(C1)C1=CC=C(C=C1)C(F)(F)F)CC#C)=O 5-ethoxy-2-(prop-2-yn-1-yl)-4'-(trifluoromethyl)-1,6-dihydro-[1,1'-biphenyl]-3(2H)-one